7-(4-methyl-1,4-diazacycloheptan-1-yl)-2-(1-methyl-1H-indazol-5-yl)-4H-pyrido[1,2-a]pyrimidin-4-one CN1CCN(CCC1)C=1C=CC=2N(C(C=C(N2)C=2C=C3C=NN(C3=CC2)C)=O)C1